C(=O)(O)C(CC=1C=C(CN(C(CC=2C=C(C=CC2)CC(C(=O)O)C2CCNCC2)=O)CCOC2=CC(=CC=C2)CC(C2CCNCC2)C(=O)O)C=CC1)C1CCNCC1 3-(3-(2-((3-(2-carboxy-2-(piperidin-4-yl)ethyl)benzyl)(2-(3-(2-carboxy-2-(piperidin-4-yl)ethyl)phenoxy)ethyl)amino)-2-oxoethyl)phenyl)-2-(piperidin-4-yl)propanoic acid